4-((1-((2-(trifluoromethoxy)phenyl)sulfonyl)piperidin-4-yl)oxy)thieno[3,2-d]pyrimidine FC(OC1=C(C=CC=C1)S(=O)(=O)N1CCC(CC1)OC=1C2=C(N=CN1)C=CS2)(F)F